N-(5-cyano-4-((1R,2S)-2-methoxycyclobutoxy)pyridin-2-yl)-7-formyl-6-(((S)-3-methoxy-2-carbonylpyrrolidin-1-yl)methyl)-3,4-dihydro-1,8-naphthyridine-1(2H)-carboxamide C(#N)C=1C(=CC(=NC1)NC(=O)N1CCCC2=CC(=C(N=C12)C=O)CN1C([C@H](CC1)OC)=C=O)O[C@H]1[C@H](CC1)OC